C1(=CC=CC=C1)SC=1C=C2C=NN(C2=CC1)[C@H]1CN(CCC1)C(C=C)=O 1-[(3R)-3-[5-(phenylsulfanyl)-1H-indazol-1-yl]piperidin-1-yl]prop-2-en-1-one